C(C1CO1)OCCCC(C)O[Si](OCC)(OCC)C 3-glycidoxypropyl-methyl-triethoxysilane